NC=1N=C(SC1C(C1=CC=CC=C1)=O)N(C1=CC(=C(C=C1)N(C)C)Cl)C(C(=O)N)C [N-(4-amino-5-benzoyl-thiazol-2-yl)-3-chloro-4-(dimethylamino)anilino]propanamide